(1Z)-2-(dimethoxymethyl)-3-methoxy-3-oxoprop-1-en-1-ol sodium salt [Na].COC(/C(=C/O)/C(=O)OC)OC